C12OCCN(C2C1)C(=O)N oxa-5-azabicyclo[4.1.0]heptane-5-carboxamide